FC(C1=CC=C(C=O)C=C1)F 4-(difluoromethyl)benzaldehyde